3-(1-benzyl-5-(3,5-dimethylisoxazol-4-yl)-1H-pyrrolo[2,3-b]pyridin-3-yl)-N-(methylsulfonyl)benzamide C(C1=CC=CC=C1)N1C=C(C=2C1=NC=C(C2)C=2C(=NOC2C)C)C=2C=C(C(=O)NS(=O)(=O)C)C=CC2